C1(CCCCC1)C=1C=C(C(=CC1)O)C(C1=CC(=CC=C1)O)C1=CC(=CC=C1O)C1CCCCC1 bis(3-cyclohexyl-6-hydroxyphenyl)-3-hydroxyphenylmethane